C1(NCC2=CC=CC=C12)C(=O)OC[C@@H]1C[C@H]2N(CCC3=CC(=C(C=C23)OC)OC)C[C@H]1CC(C)C [(2R,3S,11bR)-9,10-dimethoxy-3-(2-methylpropyl)-1H,2H,3H,4H,6H,7H,11bH-pyrido[2,1-a]isoquinolin-2-yl]methyl 2,3-dihydro-1H-isoindole-1-carboxylate